1-((5-(5-(difluoromethyl)-1,3,4-oxadiazol-2-yl)pyridin-2-yl)methyl)-3-methyl-5-(thiophen-3-yl)-1,3-dihydro-2H-benzo[d]imidazol-2-one FC(C1=NN=C(O1)C=1C=CC(=NC1)CN1C(N(C2=C1C=CC(=C2)C2=CSC=C2)C)=O)F